C(C)C(C(C(=O)O)(C)C)(C)C 3-ethyl-2,2,3-trimethylbutanoic acid